ClC=1C=C(C=CC1NC1=NNC(=C1)C1=CC=C(C=C1)OC)NC(C)=O N-(3-chloro-4-((5-(4-methoxyphenyl)-1H-pyrazol-3-yl)amino)phenyl)acetamide